(2R,11aS)-2-((tert-butyldimethylsilyl)oxy)-7-cyclopropyloxy-8-hydroxy-5-oxo-2,3,11,11a-tetrahydro-1H-benzo[e]pyrrolo[1,2-a][1,4]diazepine-10(5H)-carboxylic acid allyl ester C(C=C)OC(=O)N1C[C@H]2N(C(C3=C1C=C(C(=C3)OC3CC3)O)=O)C[C@@H](C2)O[Si](C)(C)C(C)(C)C